CN(C=1C=C2C(=NNC2=CC1)C#N)C1=C2C(N(CC2=CC=C1)CC(N1[C@@H](CCC1)C(F)(F)F)=O)=O 5-[methyl-[3-oxo-2-[2-oxo-2-[(2S)-(trifluoromethyl)pyrrolidin-1-yl]ethyl]isoindolin-4-yl]amino]-1H-indazole-3-carbonitrile